C(C)(C)N1CCC(CC1)NC1=NC(=NC2=CC(=C(C=C12)OC)C#CCCN1CCCCC1)N1[C@H]([C@H]2C[C@H]2C1)CO ((1S,2R,5R)-3-(4-((1-isopropylpiperidine-4-yl)amino)-6-methoxy-7-(4-(piperidine-1-yl)but-1-yn-1-yl)quinazolin-2-yl)-3-azabicyclo[3.1.0]hexan-2-yl)methanol